S1C=NC2=C1C(=CC=C2)C2=CC=C(CN(C(=O)NC=1N=C(SC1)C#C)CCS(=O)(=O)C)C=C2 1-(4-(Benzo[d]thiazol-7-yl)benzyl)-3-(2-ethynylthiazol-4-yl)-1-(2-(methyl-sulfonyl)ethyl)urea